tert-butyl 4-((3-(3-(4-methoxybenzyl)-2,4-dioxotetrahydropyrimidin-1(2H)-yl)imidazo[1,2-a]pyridin-8-yl) ethynyl)piperidine-1-carboxylate COC1=CC=C(CN2C(N(CCC2=O)C2=CN=C3N2C=CC=C3C#CC3CCN(CC3)C(=O)OC(C)(C)C)=O)C=C1